5-methyloxypentan-2-one COCCCC(C)=O